tert-butyl (S)-2-((((9H-fluoren-9-yl)methoxy)carbonyl)amino)-3-(5-chloro-2-(1H-1,2,3-triazol-1-yl)phenyl)propanoate C1=CC=CC=2C3=CC=CC=C3C(C12)COC(=O)N[C@H](C(=O)OC(C)(C)C)CC1=C(C=CC(=C1)Cl)N1N=NC=C1